[N+](#[C-])C1=C(C(=C(C(=C1C)[N+]#[C-])C)[N+]#[C-])C 1,3,5-triisocyano-2,4,6-trimethylbenzene